C(C1=CC=CC=C1)OCCCCC1=C(C(=C(C(=C1)N)N)C)Br [4-(benzyloxy)butyl]-4-bromo-3-methylbenzene-1,2-diamine